OCC1=C(C=NC=C1)OC 4-hydroxymethyl-3-methoxy-pyridine